FC=1C=C(C=CC1F)N1[C@@H](C[C@H](C1=O)F)C1=NC2=C(N1[C@@H]1CC[C@H](CC1)OC)C=CC(=C2)C=2C=C(C(N(C2)C)=O)C 5-(2-((2S,4R)-1-(3,4-difluorophenyl)-4-fluoro-5-oxopyrrolidin-2-yl)-1-((trans)-4-methoxycyclohexyl)-1H-benzo[d]imidazol-5-yl)-1,3-dimethylpyridin-2(1H)-one